1-(3-chlorophenyl)-2-(benzenesulfonyl)-2-(phenylthio)ethane-1-one tert-butyl-(3R,4S)-3-((8-chloropyrido[2,3-d]pyridazin-5-yl)amino)-4-hydroxypyrrolidine-1-carboxylate C(C)(C)(C)OC(=O)N1C[C@H]([C@H](C1)O)NC1=C2C(=C(N=N1)Cl)N=CC=C2.ClC=2C=C(C=CC2)C(C(SC2=CC=CC=C2)S(=O)(=O)C2=CC=CC=C2)=O